2-[4-[5-Amino-4-cyano-1-(1-methoxy-2-methylpropan-2-yl)pyrazol-3-yl]phenyl]-N-[3-(2,2-dimethylpropyl)-1,2-oxazol-5-yl]propanamide NC1=C(C(=NN1C(COC)(C)C)C1=CC=C(C=C1)C(C(=O)NC1=CC(=NO1)CC(C)(C)C)C)C#N